(S)-2-(PIPERIDIN-3-YL)ACETIC ACID N1C[C@@H](CCC1)CC(=O)O